4-chloro-N-(1-(methyl-d3)-1H-pyrazol-4-yl)pyrimidin-2-amine ClC1=NC(=NC=C1)NC=1C=NN(C1)C([2H])([2H])[2H]